ClC=1C=C(CN2C(=NC3=C2C=CC=C3)CCNCCC=3OC2=C(C(=NC=C2)NCC2=NC=CC=C2F)N3)C=CC1 2-(2-((2-(1-(3-chlorobenzyl)-1H-benzo[d]imidazol-2-yl)ethyl)amino)ethyl)-N-((3-fluoropyridin-2-yl)methyl)oxazolo[4,5-c]pyridin-4-amine